COC(=O)C1=CC=C(C=C1)C1CC(CCC1)(C(=O)O)C1=CC=C(C=C1)C 3-(4-(methoxycarbonyl)phenyl)-1-(p-tolyl)cyclohexane-1-carboxylic acid